[Br-].[C-]1(C=CC=C1)C[N+](C)(C)C.[CH-]1C=CC=C1.[Fe+2] ferrocenylmethyl-trimethyl-ammonium bromide